(5S)-N-[(3S)-6,8-difluoro-4-oxo-3,5-dihydro-2H-1,5-benzoxazepin-3-yl]-5-propyl-5,6,7,8-tetrahydro-[1,2,4]triazolo[1,5-a]pyridine-2-carboxamide FC1=CC(=CC2=C1NC([C@H](CO2)NC(=O)C2=NN1C(CCC[C@@H]1CCC)=N2)=O)F